(3E)-6-iodo-3-hexenylbutyloxymethyl ether ICCCCC=CC(CCOCOCOCCC(C)C=CCCCCI)C